F[C@@H]1[C@H](C[C@@H](CC1)O)N1C(C(=CC2=C1N=C(N=C2)NC2CCN(CC2)S(=O)(=O)C([2H])([2H])[2H])C([2H])([2H])[2H])=O (-)-8-((1S,2S,5R)-2-fluoro-5-hydroxycyclohexyl)-6-(methyl-d3)-2-((1-((methyl-d3)sulfonyl)piperidin-4-yl)amino)pyrido[2,3-d]pyrimidin-7(8H)-one